(E)-tert-butyl 4-(5-(3-(3,4-dimethoxyphenyl) acryloyl) pyridin-3-ylamino)-4-oxobutanoate COC=1C=C(C=CC1OC)/C=C/C(=O)C=1C=C(C=NC1)NC(CCC(=O)OC(C)(C)C)=O